FC(OCS(=O)(=O)C(F)(F)F)(F)F trifluoro(trifluoromethylsulfonylmethoxy)methane